OC1=C(C=C(C=C1I)CCC(=O)O)I 3-(4-hydroxy-3,5-diiodophenyl)propanoic acid